Dimethyl-Dithiocarbamic Acid CN(C(S)=S)C